C(CCCCCCCCCCC)C1CCCC=2C(=CC=CC12)N 1-dodecyltetralin-5-amine